CN1C(C(=C(C2=CC=CC=C12)N1CCC(CC1)C=1OC(=NN1)C1=CC=C(C=C1)C)C(=O)N)=O 1-methyl-4-{4-[5-(4-methylphenyl)-1,3,4-oxadiazol-2-yl]piperidin-1-yl}-2-oxo-1,2-dihydroquinoline-3-carboxamide